C(=O)O.C1(CC1)C1=C(C=CC=C1)N1CC(C1)C1=CC(=C(CN2CCC(CC2)C(=O)O)C(=C1)C)C 1-(4-(1-(2-cyclopropyl-phenyl)azetidin-3-yl)-2,6-dimethylbenzyl)piperidine-4-carboxylic acid, formic acid salt